(3S,8S,9S,10R,13S,14S,17R)-10,13-dimethyl-17-((S)-1-((5-methylpyridin-2-yl)oxy)propan-2-yl)-2,3,4,7,8,9,10,11,12,13,14,15,16,17-tetradecahydro-1H-cyclopenta[a]phenanthren-3-ol C[C@]12[C@H]3CC[C@@]4([C@H](CC[C@H]4[C@@H]3CC=C2C[C@H](CC1)O)[C@@H](COC1=NC=C(C=C1)C)C)C